C(CC#C)C1(N=N1)CCI 3-but-3-ynyl-3-(2-iodoethyl)diazirine